C1CC12CN(CC2)CC2=CC(=NC(=N2)C2CC2)C(=O)NC2=CC(=CC=C2)[C@]([C@@H](C2=NN=CN2C)F)(C)F 6-(5-azaspiro[2.4]heptan-5-ylmethyl)-2-cyclopropyl-N-(3-((1R,2S)-1,2-difluoro-1-(4-methyl-4H-1,2,4-triazol-3-yl)propan-2-yl)phenyl)pyrimidine-4-carboxamide